(2R,4R)-4-((3-fluoro-6-((5-methyl-1H-pyrazol-3-yl)amino)pyridin-2-yl)methyl)-2-methyl-1-((R)-1-(2-(trifluoromethyl)phenyl)ethyl)piperidine-4-carboxylic acid FC=1C(=NC(=CC1)NC1=NNC(=C1)C)C[C@@]1(C[C@H](N(CC1)[C@H](C)C1=C(C=CC=C1)C(F)(F)F)C)C(=O)O